C(C)(=O)OC\C=C\CCCCC TRANS-2-OCTEN-1-YL ACETATE